C(CCCC=CCCC=CCCCCCCCC)(=O)O 5,9-octadecadienoic acid